C1C(CC12CCNCC2)N2CCC(CC2)C2=CC1=C(N(C(N1C)=O)C1C(NC(CC1)=O)=O)C=C2 3-[5-[1-(7-azaspiro[3.5]nonan-2-yl)-4-piperidyl]-3-methyl-2-oxo-benzimidazol-1-yl]piperidine-2,6-dione